tert-butyl (1S,4R)-3-oxo-2-azabicyclo[2.2.1]hept-5-ene-2-carboxylate O=C1N([C@@H]2C=C[C@H]1C2)C(=O)OC(C)(C)C